OCCC1=C(C=C(C=C1)C(CCC1=C(N=C(S1)C1=CC=C(C=C1)C(F)(F)F)C(C)C)O)C 1-(4-(2-hydroxyethyl)-3-methylphenyl)-3-(4-isopropyl-2-(4-(trifluoromethyl)phenyl)thiazol-5-yl)propan-1-ol